FC1(CCC(CC1)NCCC[C@@H]1[C@@H](CCC1)OC1=NC(=CC=C1S(=O)(=O)N1[C@@H](CCC1)C(=O)OC)C)F |o1:11,12| Methyl ((2-(((1R*,2R*)-2-(3-((4,4-difluorocyclohexyl)amino)propyl)cyclopentyl)oxy)-6-methylpyridin-3-yl)sulfonyl)-L-prolinate